tetrazahexacyclo[24.3.1.12,5.19,13.019,28.021,27]dotriaconta-1(29),2,5(32),19,26(30),27-hexaene-8,14-dione C=12C3=NNC(NNC(C4CCCC(C(CCCCC5=CC6CCCCC(C6=C5C1)=C2)=O)C4)=O)=C3